4-Amino-1-(4-(1-hydroxyethyl)-2-methylphenyl)-2-oxo-7-(trifluoromethoxy)-1,2-dihydroquinoline-3-carboxylic acid methyl ester COC(=O)C=1C(N(C2=CC(=CC=C2C1N)OC(F)(F)F)C1=C(C=C(C=C1)C(C)O)C)=O